CC1(C(OB(O1)C1=CC=CC2=NSN=C21)(C)C)C 4-(tetramethyl-1,3,2-dioxaborolan-2-yl)-2,1,3-benzothiadiazole